2-(((4-(1-cyanocyclopropyl)phenyl)(5-(3,5-dimethylisoxazol-4-yl)-2-methylphenyl) amino)ethyl)azetidine-1-carboxylate C(#N)C1(CC1)C1=CC=C(C=C1)N(C1=C(C=CC(=C1)C=1C(=NOC1C)C)C)CCC1N(CC1)C(=O)[O-]